CCCCCCCCCCCCCCCCCCCC(=O)OC[C@H](COP(=O)(O)OC[C@@H](C(=O)O)N)OC(=O)CCCCCCC/C=C\C/C=C\CCCC 1-eicosanoyl-2-(9Z,12Z-heptadecadienoyl)-glycero-3-phosphoserine